cyclohepta[b]thiophen-7-amine hydrochloride salt Cl.S1C=2C(=CC1)C=CC=C(C2)N